3-methyl-1-(p-fluorophenyl)-1H-pyrazole CC1=NN(C=C1)C1=CC=C(C=C1)F